9,9',9'',9'''-(5-cyano-6-(6-methylpyridin-2-yl)benzene-1,2,3,4-tetrayl)tetrakis(9H-carbazole-3,6-dicarbonitrile) C(#N)C=1C(=C(C(=C(C1C1=NC(=CC=C1)C)N1C2=CC=C(C=C2C=2C=C(C=CC12)C#N)C#N)N1C2=CC=C(C=C2C=2C=C(C=CC12)C#N)C#N)N1C2=CC=C(C=C2C=2C=C(C=CC12)C#N)C#N)N1C2=CC=C(C=C2C=2C=C(C=CC12)C#N)C#N